COC(=O)[C@@]1(C[C@H](CC1)NS(=O)(=O)C)CC1=CC(=C(C=C1)F)C1=C(N=C(S1)C)OCC1=CC=CC=C1.C(C1=CC=CC=C1)OC1=CC(=CC=C1)C1CCC(CC1)OCCl 1-(benzyloxy)-3-((1s,4s)-4-(chloromethoxy)cyclohexyl)benzene methyl-(1R,3S)-1-(3-(4-(benzyloxy)-2-methylthiazol-5-yl)-4-fluorobenzyl)-3-(methylsulfonamido)cyclopentane-1-carboxylate